amino acetate compound with tin [Sn].C(C)(=O)ON